2-((4-fluoro-2-methylphenyl)-amino)-N-(pyridin-3-yl)-5-(trifluoromethyl)-benzamide FC1=CC(=C(C=C1)NC1=C(C(=O)NC=2C=NC=CC2)C=C(C=C1)C(F)(F)F)C